6α-ethyl-4,4-difluoro-7α-hydroxy-3-oxo-5β-cholan-24-oic acid methyl ester COC(CC[C@@H](C)[C@H]1CC[C@H]2[C@@H]3[C@@H]([C@@H]([C@@H]4C(C(CC[C@]4(C)[C@H]3CC[C@]12C)=O)(F)F)CC)O)=O